5-(imidazol-1-yl)pyridine-2-carboxylic acid N1(C=NC=C1)C=1C=CC(=NC1)C(=O)O